[Ru+3].C1(=CC=CC=C1)OB([O-])[O-].N1=C(C=CC=C1)C1=NC=CC=C1.C1(=CC=CC=C1)OB([O-])[O-].C1(=CC=CC=C1)OB([O-])[O-].[Ru+3] bipyridyl phenylborate ruthenium